4-(9,9-dimethylacridin-10(9H)-yl)-2-(pyridin-2-yl)phenol CC1(C2=CC=CC=C2N(C=2C=CC=CC12)C1=CC(=C(C=C1)O)C1=NC=CC=C1)C